C(N)(OC(C)(C)O)=O 2-hydroxyprop-2-yl carbamate